5-{[4-(tert-butoxycarbonylamino)butyl]{2-[(tert-butyl)bis(methyl)siloxy]-7-(1-octylnonylcarbonyloxy)heptyl}amino}-4-[(tert-butyl)bis(methyl)siloxy]pentyl dodecanoate C(CCCCCCCCCCC)(=O)OCCCC(CN(CC(CCCCCOC(=O)C(CCCCCCCC)CCCCCCCC)O[Si](C)(C)C(C)(C)C)CCCCNC(=O)OC(C)(C)C)O[Si](C)(C)C(C)(C)C